N1N=CC2=CC(=CC=C12)C1=NC2=CC(=CC=C2C=N1)N 2-(1H-Indazol-5-yl)quinazolin-7-amine